3-((3-(4-(1H-pyrazol-4-yl)phenyl)-2-oxo-8-oxa-1,3-diazaspiro[4.5]decan-1-yl)methyl)-N-cyclopropyl-N-methylbenzamide N1N=CC(=C1)C1=CC=C(C=C1)N1C(N(C2(C1)CCOCC2)CC=2C=C(C(=O)N(C)C1CC1)C=CC2)=O